cis-2-[4-(cyclopentylamino)phenyl]-1-(2-fluoro-6-methyl-benzoyl)-N-[4-methyl-3-(trifluoromethyl)phenyl]-3,4,4a,5,7,7a-hexahydro-2H-furo[3,4-b]pyridine-3-carboxamide C1(CCCC1)NC1=CC=C(C=C1)C1C(CC2C(N1C(C1=C(C=CC=C1C)F)=O)COC2)C(=O)NC2=CC(=C(C=C2)C)C(F)(F)F